FC(N1C=NC2=C1C=CC(=C2)OC2=C(C(=C(C=C2)NC2=NC=NC1=CC=C(C=C21)N2CCN(CC2)C(C=C)=O)F)C)F 1-(4-(4-((4-((1-(difluoromethyl)-1H-benzo[d]imidazol-5-yl)oxy)-2-fluoro-3-methylphenyl)amino)quinazolin-6-yl)piperazin-1-yl)prop-2-en-1-one